[C@H]12CN(C[C@H](CC1)N2)C2=NC(=NC1=C(C(=CC=C21)C2=CC(=CC1=CC=CC=C21)O)F)OCC2(CCC2)O 4-(4-((1R,5S)-3,8-diazabicyclo[3.2.1]octan-3-yl)-8-fluoro-2-((1-hydroxycyclobutyl)methoxy)quinazolin-7-yl)naphthalen-2-ol